O=C1N(C(CC1)=O)OC(CCOCCOCCNC(OC)=O)=O 3-oxo-2,7,10-trioxa-4-azatridecan-13-oic acid 2,5-dioxopyrrolidin-1-yl ester